ONC(C(=O)NC1=CC=C(C=C1)S(=O)(=O)N1CCN(CC1)C1=CC(=CC=C1)C(F)(F)F)=O N1-Hydroxy-N2-(4-((4-(3-(trifluoromethyl)phenyl)piperazin-1-yl)sulfonyl)phenyl)oxalamide